FC(C(C(F)(F)F)(O)C1=CC=C(C=C1)C1=CC=C(C=C1)CN1C(CN(CC1)CC1=CC=NC=C1)C(=O)OCCN)(F)F 2-aminoethyl 1-((4'-(1,1,1,3,3,3-hexafluoro-2-hydroxypropan-2-yl)-[1,1'-biphenyl]-4-yl)methyl)-4-(pyridin-4-ylmethyl)piperazine-2-carboxylate